Cl.S1C2=C(C=C1)C=CC(=C2)C2CC1C(CNC1)C2 5-(benzo[b]thiophen-6-yl)octahydrocyclopenta[c]pyrrole hydrochloride